FC=1C=C(C(=C(C(=O)OC)C1)C(CC1=CC=C(C=C1)F)=O)[N+](=O)[O-] Methyl 5-fluoro-2-(2-(4-fluorophenyl) acetyl)-3-nitrobenzoate